C(C(=O)O)(=O)O.CN1CCN(CC1)CCCNCC1=CC=C(C=C1)C=1N=C(C2=C(N1)N(C=C2)C2=CC=CC=C2)C2=CC=C(C=C2)CNCCCN2CCN(CC2)C 2,4-bis{4-[(3-(4-methylpiperazin-1-yl)propyl)aminomethyl]phenyl}-7-phenyl-7H-pyrrolo[2,3-d]pyrimidine oxalate